NCCNCCC[Si](OC)(OC)C N-β-aminoethyl-γ-aminopropylmethyl-dimethoxysilane